C(C)(=O)C(CC=1C=CC(=C(C(=O)OC)C1)Br)C#N methyl 5-(2-acetyl-2-cyanoethyl)-2-bromobenzoate